ClC=1C(=CC(=C(C1)S(=O)(=O)NC=1SC=CN1)F)NC[C@]1(NC[C@H](C1)O)CC1=CC(=CC=C1)OC 5-chloro-2-fluoro-4-((((2S,4S)-4-hydroxy-2-(3-methoxybenzyl)pyrrolidin-2-yl)methyl)amino)-N-(thiazol-2-yl)benzenesulfonamide